NC1=NC=NN2C1=CC=C2[C@H]2[C@@H]([C@@H]([C@@](O2)(CF)COP(=O)(OC2=CC=CC=C2)N[C@@H](C)C(=O)OC2CCOCC2)O)O tetrahydro-2H-pyran-4-yl ((((2R,3S,4R,5S)-5-(4-aminopyrrolo[2,1-f][1,2,4]triazin-7-yl)-2-(fluoromethyl)-3,4-dihydroxytetrahydrofuran-2-yl)methoxy)(phenoxy)phosphoryl)-L-alaninate